BrC1=C(C=C(C=C1)C(F)(F)F)Br 1,2-dibromo-4-(trifluoromethyl)benzene